N-((4,4-difluorocyclohexyl)(7-fluoro-5-(2-methoxy-1-(2-oxo-4-(trifluoromethyl)imidazolidin-1-yl)ethyl)benzo[d]oxazol-2-yl)methyl)-1-methyl-1H-pyrazole-5-carboxamide FC1(CCC(CC1)C(NC(=O)C1=CC=NN1C)C=1OC2=C(N1)C=C(C=C2F)C(COC)N2C(NC(C2)C(F)(F)F)=O)F